C(C)(C)(C)C1=CC=C(C=C1)C=CC1=CC=C(C=C1)N(C1=CC=CC=C1)C=1C=C(C=2NC3=CC=CC=C3C2C1)C1=CC=CC=C1 4-tert-butyl-4'-(N-(phenylcarbazol-3-yl)-N-phenylamino)stilbene